4-Chloro-α-methylstyrol ClC1=CC=C(C=CC)C=C1